(R)-4-(6-fluoropyridin-3-yl)-6-(2-hydroxypropoxy)-pyrazolo[1,5-a]pyridine-3-carbonitrile FC1=CC=C(C=N1)C=1C=2N(C=C(C1)OC[C@@H](C)O)N=CC2C#N